1-benzyl 5-methyl N-(tert-butoxycarbonyl)glutamate C(C)(C)(C)OC(=O)N[C@@H](CCC(=O)OC)C(=O)OCC1=CC=CC=C1